N-(2,4-dimethoxyphenyl)-tetracyclo[6.2.1.13,6.02,7]Dodec-9-ene-4,5-dicarboximide COC1=C(C=CC(=C1)OC)N1C(=O)C2C3C4C5C=CC(C4C(C2C1=O)C3)C5